CCCCOC(=O)C1=CC=C(C=C1)C butyl p-toluate